C1(CCCC1)[C@@H](C(=O)N([C@@H](CC(=O)OCC=C)C(N1CCCCC1)=O)C)N(C)C(=O)OCC1C2=CC=CC=C2C=2C=CC=CC12 prop-2-enyl (3S)-3-[[(2S)-2-cyclopentyl-2-[9H-fluoren-9-ylmethoxycarbonyl(methyl)amino]acetyl]-methylamino]-4-oxo-4-piperidin-1-ylbutanoate